C(=O)O.CN1N=NC2=C1C=CC(=C2C)C(CC(=O)O)C2=CC(=C(C=C2)C)CN2C(CCC2)C2=NN=C(N2)C(C)C 3-(1,4-Dimethyl-1H-benzo[d][1,2,3]triazol-5-yl)-3-(3-((2-(5-isopropyl-4H-1,2,4-triazol-3-yl)pyrrolidin-1-yl)methyl)-4-methylphenyl)propanoic acid, formic acid salt